OC1=CC=C(C(=O)OCCC)C=C1 n-propyl p-hydroxy-benzoate